FC1=CC(=CC2=C1N=C(S2)C2CCNCC2)C2=CC=C1C(=N2)C=NN1 5-[4-Fluoro-2-(piperidin-4-yl)-1,3-benzothiazol-6-yl]-1H-pyrazolo[4,3-b]pyridin